C(C)(C)(C)OC(=O)N[C@@H](C(=O)NC=1N=C(N(C1)C)C(=O)OCC)CCNC(=O)OCC1C2=CC=CC=C2C=2C=CC=CC12 ethyl 4-[(2R)-2-[(tert-butoxycarbonyl)amino]-4-{[(9H-fluoren-9-ylmethoxy)carbonyl]amino}butanamido]-1-methylimidazole-2-carboxylate